ClC1=CC=C(C=C1)C=1NC2=C(C(N(C=3C=CC=CC23)CCN(C)C)=O)C1 2-(4-chlorophenyl)-5-(2-(dimethylamino)ethyl)Azolo[4,5-c]Quinoline-4(5H)-one